ClC1=C(C(=O)N[C@H](C(=O)OC)CC2=CC(=CC=C2)O)C(=CC=C1)Cl methyl (2S)-2-[(2,6-dichlorobenzoyl)amino]-3-(3-hydroxyphenyl)propanoate